1-butyl-N-(2,6-diisopropylphenyl)-1H-pyrrolo[2,3-b]pyridine-6-amine C(CCC)N1C=CC=2C1=NC(=CC2)NC2=C(C=CC=C2C(C)C)C(C)C